COC1=CC=C(C=C1)NC(=O)NC1=CC=C(C=C1)C=1N=C(SC1)C1=CC=C(C=C1)OCCCN1CCOCC1 1-(4-Methoxyphenyl)-3-(4-(2-(4-(3-morpholinopropoxy)phenyl)thiazol-4-yl)phenyl)urea